(2R,4S)-1-tert-butyl 2-methyl 4-((2-bromo-6-((tert-butyldimethylsilyl)oxy)-4-chlorophenyl)amino)-2-methylpyrrolidine-1,2-dicarboxylate BrC1=C(C(=CC(=C1)Cl)O[Si](C)(C)C(C)(C)C)N[C@H]1C[C@@](N(C1)C(=O)OC(C)(C)C)(C(=O)OC)C